2-hydroxy-4-diethylamino-2'-carboxyl-benzophenone OC1=C(C(=O)C2=C(C=CC=C2)C(=O)O)C=CC(=C1)N(CC)CC